N-(3-(7-cyano-1H-indol-3-yl)-1H-pyrazol-5-yl)-4-((1-methylpiperidin-4-yl)amino)benzamide Sodium [Na].C(#N)C=1C=CC=C2C(=CNC12)C1=NNC(=C1)NC(C1=CC=C(C=C1)NC1CCN(CC1)C)=O